3-(4-(3-Azabicyclo[3.1.1]heptane-6-yl)-6,7-difluoro-1-oxoisoindoline-2-yl)piperidine C12CNCC(C1C1=C3CN(C(C3=C(C(=C1)F)F)=O)C1CNCCC1)C2